methyl 2-phenyl-3-(phenylamino)imidazo[1,2-a]pyridine-6-carboxylate C1(=CC=CC=C1)C=1N=C2N(C=C(C=C2)C(=O)OC)C1NC1=CC=CC=C1